N1=CC(=CC=C1)C1=NC(=NC=C1)Cl 4-(3-pyridyl)-2-chloropyrimidine